C(C=C)N1C(N=C(C2=CC=CC(=C12)F)C=1C=NC(=C(C1)C)C)(C)C 1-allyl-4-(5,6-dimethylpyridin-3-yl)-8-fluoro-2,2-dimethyl-1,2-dihydroquinazoline